2-hydroxyethyl 2-deoxy-3,5-bis-O-(2-hydroxyethyl)-6-O-{2-[(9E)-octadec-9-enoyloxy]ethyl}hexofuranoside CCCCCCCC/C=C/CCCCCCCC(=O)OCCOCC(C1C(CC(O1)OCCO)OCCO)OCCO